NCN1C(N(C=CC1=O)[C@@H]1O[C@]([C@H](C1)O)(C)CO)=O (aminomethyl)-1-((2R,4S,5R)-4-hydroxy-5-(hydroxymethyl)-5-methyltetrahydrofuran-2-yl)pyrimidine-2,4(1H,3H)-dione